cyclooctyne-1,2-quinone C1CCC(=O)C(=O)C#CC1